FC(C(F)(F)OC)(C(F)(F)F)F methyl heptafluoro-n-propyl ether